C(#N)CNC=1N=C(C=NC1C1=CC=CC=2N(C=NC21)C)NC2=CC=C(C=C2)N2CCOCC2 5-(cyanomethylamino)-6-(1-methylbenzimidazol-4-yl)-3-(4-morpholinoanilino)pyrazine